2,2'-difluoro-6,6'-bis(trifluoromethyl)-4,4'-diaminobiphenyl FC1=C(C(=CC(=C1)N)C(F)(F)F)C1=C(C=C(C=C1C(F)(F)F)N)F